5-Ethoxy-5-oxopentylzinc bromide [Br-].C(C)OC(CCCC[Zn+])=O